FN([C@@H](CO)C(=O)O)F difluoro-serine